pyridin-1-yl triflate O(S(=O)(=O)C(F)(F)F)N1CC=CC=C1